FC1=CC(=CN1C1(CC1)C)C(=O)NC1=C(C=C(C(=C1)C=1C=C(C=2N(C1)C=CN2)N2CCOCC2)C)F 5-Fluoro-N-{2-fluoro-4-methyl-5-[8-(morpholin-4-yl)imidazo[1,2-a]pyridin-6-yl]phenyl}-1-(1-methylcyclopropyl)pyrrole-3-carboxamide